tert-butyl (2S,3R)-5,5-difluoro-2-(hydroxymethyl-d2)-3-methylpiperidine-1-carboxylate FC1(C[C@H]([C@H](N(C1)C(=O)OC(C)(C)C)C([2H])([2H])O)C)F